bromo-2-[(4-methoxyphenyl)methyl]-2H-[1,2,3]triazolo[4,5-c]quinoline BrC1=NC=2C=CC=CC2C=2C1=NN(N2)CC2=CC=C(C=C2)OC